2-[6-(2-hydroxy-4,6-dimethyl-phenyl)pyridazin-3-yl]-2-azaspiro[3.4]octan-6-ol OC1=C(C(=CC(=C1)C)C)C1=CC=C(N=N1)N1CC2(C1)CC(CC2)O